ClC(=O)N1C[C@@H](N(CC1C)C(=O)OC(C)(C)C)C tert-butyl (2S)-4-(chlorocarbonyl)-2,5-dimethylpiperazine-1-carboxylate